CC1=NC2=CC=CC=C2C(=N1)C(=C)C1=CC2=CC=CC=C2C=C1 2-Methyl-4-(1-(naphthalen-2-yl)vinyl)quinazoline